cetyltributylphosphine chloride [Cl-].C(CCCCCCCCCCCCCCC)CCCCP(CCCC)CCCC